C(C1=CC=CC=C1)OC1=C(C=CC=C1)OB(O)O 2-benzyloxyphenyl-boric acid